C(=C/C)/N1N=CC2=CC=CC=C12 [(Z)-prop-1-enyl]-1H-indazol